FC1=C(C=C(C(=C1)F)C1=NC=NC2=CC(=CC=C12)N1CCOCC1)C(O)C1=NC=NC=C1OC [2,4-Difluoro-5-(7-morpholin-4-yl-quinazolin-4-yl)-phenyl]-(5-methoxy-pyrimidin-4-yl)-methanol